COC1=CC=C(N[C@H](C(=O)OCC)[C@H]2C(CCC3(CC3)C2)=O)C=C1 Ethyl (2S)-2-(4-methoxyanilino)-2-[(7S)-6-oxospiro[2.5]octan-7-yl]acetate